C(COC(C(=O)C(C(C)C)([SiH](C)C)Cl)(CCCCCCCCCCC(OCCCl)(OCCCl)OCCCl)OCCCl)Cl penta(ethyleneoxy)tridecanoyldimethylsilylisobutyl chloride